FC1=C(C2=C(CCO2)C=C1C(=O)O)F 6,7-difluoro-2,3-dihydrobenzofuran-5-carboxylic acid